molybdenum dicyclopentadiene C1=CC=CC1.C1=CC=CC1.[Mo]